C(C)C1=NC2=CC(=C(C=C2C(N1C1=C(C=C(C=C1)F)C)=O)/C=C/C(=O)OCC)F (E)-ethyl 3-(2-ethyl-7-fluoro-3-(4-fluoro-2-methylphenyl)-4-oxo-3,4-dihydroquinazolin-6-yl)acrylate